(3-glycidyloxypropyl)trimethoxysilan C(C1CO1)OCCC[Si](OC)(OC)OC